ClC=1CN(C(=CC1OCC1=CC=NC=C1)C)C1=CC(=NC=C1C)N1CC(=CC=C1)C(C)(C)O 3''-chloro-4''-(pyridin-4-ylmethoxy)-3-(2-hydroxypropane-2-yl)-5',6''-dimethyl-2H,2''H-[1,2':4',1''-terpyridine]